2-((1H-pyrazol-3-yl)methyl)-6-((1H-pyrazolo[4,3-b]pyridin-5-yl)methyl)-4-methyl-4H-thiazolo[5',4':4,5]pyrrolo[2,3-d]pyridazin-5(6H)-one N1N=C(C=C1)CC=1SC2=C(N(C=3C(N(N=CC32)CC3=CC=C2C(=N3)C=NN2)=O)C)N1